1,4-dichloro-methylnaphthalene ClC1=C(C=C(C2=CC=CC=C12)Cl)C